BrC1=C(C=C(C=C1F)O)F 4-bromo-3,5-difluorophenol